C(C)C1=C(C(=CC(=C1CC)C)C)O 2,3-diethyl-4,6-dimethylphenol